(1S,3R)-1-(4-(benzyloxy)-2,6-difluorophenyl)-3-methyl-2-(2,2,2-trifluoroethyl)-1,2,3,4-tetrahydroisoquinoline-6,7-diol C(C1=CC=CC=C1)OC1=CC(=C(C(=C1)F)[C@H]1N([C@@H](CC2=CC(=C(C=C12)O)O)C)CC(F)(F)F)F